β-propylene succinate C1(CCC(=O)OC(CO1)C)=O